FC1=CC=C(C=C1)[C@@](C([2H])([2H])[2H])(N)C=1C=NC(=NC1)N1C(C(N(C(C1([2H])[2H])([2H])[2H])C1=NC=NN2C1=CC(=C2)C=2C=NN(C2)C([2H])([2H])[2H])([2H])[2H])([2H])[2H] (R)-1-(4-fluorophenyl)-1-(2-(4-(6-(1-(methyl-d3)-1H-pyrazol-4-yl)pyrrolo[2,1-f][1,2,4]triazin-4-yl)piperazin-1-yl-2,2,3,3,5,5,6,6-d8)pyrimidin-5-yl)ethan-2,2,2-d3-1-amine